((4-bromophenyl)sulfonyl)-2-butyl-1-(2,6-dimethoxyphenyl)-6-hydroxypyrimidin-4(1H)-one BrC1=CC=C(C=C1)S(=O)(=O)C=1C(N=C(N(C1O)C1=C(C=CC=C1OC)OC)CCCC)=O